N-(2-methoxy-4-aminophenyl)-3-fluorobenzamide COC1=C(C=CC(=C1)N)NC(C1=CC(=CC=C1)F)=O